(2R*,4r,6R)-6-(2-Cyano-4-methoxy-5-(((1S,2R,3S,4R)-3-(((1-methylcyclobutyl)methyl)carbamoyl)bicyclo[2.2.1]heptan-2-yl)carbamoyl)phenoxy)spiro[3.3]heptane-2-carboxylic acid C(#N)C1=C(OC2CC3(CC(C3)C(=O)O)C2)C=C(C(=C1)OC)C(N[C@@H]1[C@H]2CC[C@@H]([C@@H]1C(NCC1(CCC1)C)=O)C2)=O